2-[4-[7-(4-cyclopropyl-1,2,4-triazol-3-yl)imidazo[1,5-a]pyridin-5-yl]oxyphenoxy]ethanol C1(CC1)N1C(=NN=C1)C1=CC=2N(C(=C1)OC1=CC=C(OCCO)C=C1)C=NC2